ClC1=C(C=C(C=C1)F)C1(C(NC=C1[N+](=O)[O-])CC1=CC=C(C=C1)OC)O 3-(2-Chloro-5-fluorophenyl)-3-hydroxy-2-(4-methoxybenzyl)-4-nitro-2,3-dihydro-1H-pyrrole